(3-fluoro-4-(7-((3-(4-fluoropiperidin-1-yl) propyl) carbamoyl) benzo[d]imidazo[2,1-b]thiazol-2-yl) phenyl)-2,2-dimethyloxazolidine-3-carboxylate FC=1C=C(C=CC1C=1N=C2SC3=C(N2C1)C=CC(=C3)C(NCCCN3CCC(CC3)F)=O)OC(=O)N3C(OCC3)(C)C